C(C)(C)(C)OC(N[C@@H]1C=2C(=NC=CC2)CC12CCN(CC2)C2=NC(=C(C(=N2)C#N)C2=C(C(=CC=C2)Cl)Cl)C)=O ((5S)-1'-(4-cyano-5-(2,3-dichlorophenyl)-6-methylpyrimidin-2-yl)-5,7-dihydrospiro[cyclopenta[b]pyridin-6,4'-piperidin]-5-yl)carbamic acid tert-butyl ester